4-(4,4,5,5-tetramethyl-1,3,2-dioxaborolan-2-yl)picolinenitrile CC1(OB(OC1(C)C)C1=CC(=NC=C1)C#N)C